Methyl 8-(bicyclo[4.2.0]octa-1,3,5-trien-3-yl)-9-(4-((1-(3-fluoropropyl)azetidin-3-ylidene)methyl)phenyl)-6,7-dihydro-5H-benzo[7]annulene-3-carboxylate C12=CC(=CC=C2CC1)C=1CCCC2=C(C1C1=CC=C(C=C1)C=C1CN(C1)CCCF)C=CC(=C2)C(=O)OC